(5-(methoxycarbonyl)-1-methyl-1H-pyrazol-3-yl)boronic acid COC(=O)C1=CC(=NN1C)B(O)O